(4-(5-(1-(oxolan-3-yl)-1H-pyrazol-4-yl)benzo[d]oxazol-2-yl)pyridin-2-yl)methanone O1CC(CC1)N1N=CC(=C1)C=1C=CC2=C(N=C(O2)C2=CC(=NC=C2)C=O)C1